(S)-N-(5-(4-amino-1-(1-(3-methyl-5-oxo-6-phenyl-5H-thiazolo[3,2-a]pyridin-7-yl)ethyl)-1H-pyrazolo[3,4-d]pyrimidin-3-yl)-2-methoxypyridin-3-yl)methanesulfonamide NC1=C2C(=NC=N1)N(N=C2C=2C=C(C(=NC2)OC)NS(=O)(=O)C)[C@@H](C)C=2C=C1N(C(C2C2=CC=CC=C2)=O)C(=CS1)C